COC1=CC=C(C=C1)C=1OC(=C(N1)CC1=CC=C(C=C1)OC1=CC=CC=C1)C1=CC=CC=C1 2-(4-methoxyphenyl)-4-(4-phenoxybenzyl)-5-phenyloxazole